ClC=1C(=NC=C(C1)Cl)OC1CCC(CC1)N1C(NC2=C1C=C(C(=C2)F)C(=O)OC)=O Methyl 3-((1r,4r)-4-((3,5-dichloropyridin-2-yl)oxy)cyclohexyl)-6-fluoro-2-oxo-2,3-dihydro-1H-benzo[d]imidazole-5-carboxylate